1-Methyl-3-propylpyrrolium fluorid [F-].C[NH+]1C=C(C=C1)CCC